C1(=CC=CC=C1)C(C1=CC=CC=C1)=NC(C(O)C1=CC=C(C(=O)OC(C)(C)C)C=C1)C(=O)OCC tert-butyl 4-(2-((diphenylmethylene)amino)-3-ethoxy-1-hydroxy-3-oxopropyl)benzoate